ethyl-2-(3,5-dimethyladamantane-1-amido)-1,3-benzothiazole C(C)C1=CC=CC2=C1N=C(S2)NC(=O)C21CC3(CC(CC(C2)C3)(C1)C)C